FCCCN1CCC(CC1)(C(=O)N[C@H](C(=O)O)CCCCCCCC1=NC=2NCCCC2C=C1)C (S)-2-(1-(3-fluoropropyl)-4-methylpiperidine-4-carboxamido)-9-(5,6,7,8-tetrahydro-1,8-naphthyridin-2-yl)nonanoic acid